BrC=1C=CC(=C(C1)N1CCC2(CC2)CC1)C=1N=NN(C1)C1=NC(=NC=C1)N1CCC(CC1)(F)F 6-(5-bromo-2-(1-(2-(4,4-difluoropiperidin-1-yl)pyrimidin-4-yl)-1H-1,2,3-triazol-4-yl)phenyl)-6-azaspiro[2.5]octane